tert-butyl 4-(4-((1R,2S)-6-hydroxy-2-phenyl-1,2,3,4-tetrahydronaphthalen-1-yl)phenyl)piperazine-1-carboxylate OC=1C=C2CC[C@@H]([C@@H](C2=CC1)C1=CC=C(C=C1)N1CCN(CC1)C(=O)OC(C)(C)C)C1=CC=CC=C1